C(C)(C)(C)C1=CC=C(CN2N=C(N(C2=O)CC)CCCC=2C=C(C=CC2)C2=CC(=C(C=C2)OCCN(C)C)CC(=O)O)C=C1 2-(3'-(3-(1-(4-(tert-butyl)benzyl)-4-ethyl-5-oxo-4,5-dihydro-1H-1,2,4-triazol-3-yl)propyl)-4-(2-(dimethylamino)ethoxy)-[1,1'-biphenyl]-3-yl)acetic acid